2-amino-4,5-dimethylimidazole NC=1NC(=C(N1)C)C